C1CO1 1,2-epoxyethane